chloro-3-(2-(trifluoromethyl)pyrimidin-5-yl)pyridinecarboxaldehyde ClC1=C(C(=NC=C1)C=O)C=1C=NC(=NC1)C(F)(F)F